NC1CC2(CC2NC(OC(C)(C)C)=O)C1 tert-butyl (5-aminospiro[2.3]hexan-1-yl)carbamate